[F-].[Y+3].[O-2].[O-2].[Hf+4] hafnium dioxide yttrium fluoride